3-((2,4,5-trifluorobenzyl)oxy)-7,8,8a,9-tetrahydropyrrolo[1',2':3,4]imidazo[1,2-c]pyrimidin-1(6H)-one FC1=C(COC=2C=C3N(C(N2)=O)CC2N3CCC2)C=C(C(=C1)F)F